CC(C)C1=C(C2=C(C(=C1C(C)(C)C)C(C)(C)C)OO2)C(C)C Di-t-butylperoxydiisopropylbenzene